C1(C(C=CC=C1)=O)=NO benzenedione oxime